(2-bromo-5-fluoro-3-thienyl)methanamine BrC=1SC(=CC1CN)F